[[3-fluoro-2-(methylsulfamoylamino)pyridin-4-yl]methyl]-4-methyl-7-pyrimidin-2-yloxychromen-2-one FC=1C(=NC=CC1CC=1C(OC2=CC(=CC=C2C1C)OC1=NC=CC=N1)=O)NS(NC)(=O)=O